COC1=NC=C(C=N1)C1=C(C=CC=C1)C1CC(C(O1)=O)=C 5-(2-(2-methoxypyrimidin-5-yl)phenyl)-3-methylenedihydrofuran-2(3H)-one